COC(C1=CC=C(C=C1)[C@H](C)N)=O.C(C)(C)(C)OC(C)=O.FC=1C=C(C=C(C1)C)NC1=C(C(=O)N)C=C(C=N1)NC1=C(C=CC=C1)C 2-((3-fluoro-5-methylphenyl)amino)-5-(o-tolylamino)nicotinamide tertbutyl-ethanoate methyl-4-[(1S)-1-aminoethyl]benzoate